(4-(4-(benzyloxy)phenoxy)phenyl)methylamine C(C1=CC=CC=C1)OC1=CC=C(OC2=CC=C(C=C2)CN)C=C1